OC(CN1C[C@@H]2[C@H](C1)CC(C2)SC2=CC=C(C=C2)OC)C2=CC=C(C=C2)O rac-4-(1-hydroxy-2-((3aR,5s,6aS)-5-((4-methoxyphenyl)thio)hexahydrocyclopenta[c]pyrrol-2(1H)-yl)ethyl)phenol